Cl.N[C@]1(CCC2=C(C(=CC=C12)Br)F)C(=O)O (S)-1-amino-5-bromo-4-fluoro-2,3-dihydro-1H-indene-1-carboxylic acid hydrochloride